(R)-N-(cyanamido(2-(2-hydroxypropan-2-yl)thiazol-5-yl)(oxo)-λ6-sulfaneylidene)-2-(2,4,5,6-tetrahydro-1H-cyclobuta[f]inden-3-yl)acetamide N(C#N)[S@@](=NC(CC1=C2C(=CC=3CCCC13)CC2)=O)(=O)C2=CN=C(S2)C(C)(C)O